NC=1C=CC2=C(C=C(O2)C(=O)OCC)C1 ethyl 5-aminobenzofuran-2-carboxylate